(2S)-10-((5-Chloro-2-(3-ethynylpiperidin-1-yl)pyrimidin-4-yl)amino)-2-cyclopropyl-3,3-difluoro-7-methyl-1,2,3,4-tetrahydro-[1,4]oxazepino[2,3-c]chinolin-6(7H)-on ClC=1C(=NC(=NC1)N1CC(CCC1)C#C)NC1=CC=2C3=C(C(N(C2C=C1)C)=O)OCC([C@@H](N3)C3CC3)(F)F